BrC1=CC(=C(C=C1)C=1OC(=NN1)CC1OCCCC1)C (4-bromo-2-methylphenyl)-5-((tetrahydro-2H-pyran-2-yl)-methyl)-1,3,4-oxadiazole